N-(5-Chloro-2-methoxyphenyl)-N1-(4-methoxyphenyl)-6-morpholin-4-yl-[1,3,5]triazine-2,4-diamine ClC=1C=CC(=C(C1)NC1N(C(=NC(=N1)N)N1CCOCC1)C1=CC=C(C=C1)OC)OC